NC1=NC(=NN2C1=NC=C2CC=2C=C(C(=NC2)N2CCN(CC2)C(CNC)=O)C)O[C@H](C)CCC (R)-1-(4-(5-((4-amino-2-(pentan-2-yloxy)imidazo[2,1-f][1,2,4]triazin-7-yl)methyl)-3-methylpyridin-2-yl)piperazin-1-yl)-2-(methylamino)ethan-1-one